OC1=CC=C2CC(N=CC2=C1)[C@@H](CNC(C1=CC=C(C=C1)C(=O)N1CCOCC1)=O)O 7-hydroxy-3-((R)-1-hydroxy-2-(4-(morpholine-4-carbonyl)benzamido)ethyl)-3,4-dihydroisoquinoline